N-{2-[2-(2-methoxyethoxy)ethoxy]ethyl}azetidine-3-carboxamide hydrochloride Cl.COCCOCCOCCNC(=O)C1CNC1